FC(C=1C=C(C=C(C1)C(F)(F)F)OB([O-])[O-])(F)F [3,5-bis-(trifluoromethyl) phenyl]Borate